ClC=1C=C(C=NC1)C1=NC(=C2N=CN(C2=N1)[C@H]1[C@@H]([C@@H]([C@H](O1)C(=O)NC([2H])([2H])[2H])O)O)NCCC1=CC=NC=C1 (2S,3S,4R,5R)-5-(2-(5-chloropyridin-3-yl)-6-((2-(pyridin-4-yl)ethyl)amino)-9H-purin-9-yl)-3,4-dihydroxyl-N-(methyl-d3)-tetrahydrofuran-2-carboxamide